C(CCCCCCCCCCCCCCCCC)OC([C@H](C)C1=CC(=C(C(=C1)C(C)(C)C)O)C(C)(C)C)=O R-(3,5-di-t-butyl-4-hydroxyphenyl)propionic acid stearyl ester